FC=1C=C2C=C(NC2=CC1F)C(=O)Cl 5,6-difluoro-1H-indole-2-carbonyl chloride